2-bromo-3-cyclopropyl-1-(3,4-dichlorophenyl)propan-1-one BrC(C(=O)C1=CC(=C(C=C1)Cl)Cl)CC1CC1